tert-butyl 4-[5-(2-bromo-4-ethoxycarbonyl-phenoxy)norbornan-2-yl]oxypiperidine-1-carboxylate BrC1=C(OC2C3CC(C(C2)C3)OC3CCN(CC3)C(=O)OC(C)(C)C)C=CC(=C1)C(=O)OCC